C(C)(C)(C)[C@@H]1N=C(C2=C(N(C1=O)CC(=O)O)C=CC(=C2)Cl)C2=CC=CC=C2 (S)-2-(3-(tert-butyl)-7-chloro-2-oxo-5-phenyl-2,3-dihydro-1H-benzo[e][1,4]diazepin-1-yl)acetic acid